ClC1=C(C=C(OCC(=O)N[C@@H]2CC[C@H](CC2)N2C=NC(=C2)C2=CC=C(C=C2)Cl)C=C1)F trans-2-(4-chloro-3-fluorophenoxy)-N-(4-(4-(4-chlorophenyl)-1H-imidazol-1-yl)cyclohexyl)acetamide